O1CC(C1)N1C(NC=2N=NC=3C=CC=CC3C21)=O (oxetan-3-yl)-1H-imidazo[4,5-c]cinnolin-2(3H)-one